N1NC(C(CC2C1NCCN2)=O)=O octahydropyrazinodiazepinedione